N[C@H]1[C@@H](CCC1)NC=1OC=2C(=NC(=CC2)C2=C(C=C(C=C2C)Cl)O)N1 2-[2-[[(1R,2R)-2-aminocyclopentyl]amino]oxazolo[4,5-b]pyridin-5-yl]-5-chloro-3-methyl-phenol